methyl 4-butyl-3-(4-fluorophenyl)-5-methyl-1-(4-(trifluoromethyl) phenyl)-4,5-dihydro-1H-pyrazole-5-carboxylate C(CCC)C1C(=NN(C1(C(=O)OC)C)C1=CC=C(C=C1)C(F)(F)F)C1=CC=C(C=C1)F